2-(methylamino)ethyl (4-{2-[3-(trifluoromethyl)-1H-1,2,4-triazol-5-yl]imidazo[1,2-a]pyrimidin-3-yl}-1H-imidazol-1-yl)methyl carbonate C(OCCNC)(OCN1C=NC(=C1)C1=C(N=C2N1C=CC=N2)C2=NC(=NN2)C(F)(F)F)=O